3-acetamido-5-(2-[[6-(trifluoromethyl)pyridin-3-yl]amino]ethyl)indole-1-carboxylic acid tert-butyl ester C(C)(C)(C)OC(=O)N1C=C(C2=CC(=CC=C12)CCNC=1C=NC(=CC1)C(F)(F)F)NC(C)=O